5,6-difluoro-N-methyl-N-((1s,4r)-4,8,9-trifluoro-6-oxo-1,4,5,6-tetrahydro-2H-pyrano[3,4-c]isoquinolin-1-yl)-1H-indole-2-carboxamide FC=1C=C2C=C(NC2=CC1F)C(=O)N([C@@H]1CO[C@@H](C=2NC(C=3C=C(C(=CC3C21)F)F)=O)F)C